2-(6-methylpyridin-2-yl)-3,4,5,6-tetrakis(5H-pyrido[3,2-b]indol-5-yl)benzonitrile CC1=CC=CC(=N1)C1=C(C#N)C(=C(C(=C1N1C2=C(C=3C=CC=CC13)N=CC=C2)N2C1=C(C=3C=CC=CC23)N=CC=C1)N1C2=C(C=3C=CC=CC13)N=CC=C2)N2C1=C(C=3C=CC=CC23)N=CC=C1